C(\C=C\C1=CC=C(C=C1)O)O trans-coumaryl alcohol